4-hydroxy-5-t-butylphenylpropionic acid OC1=CC=C(C=C1C(C)(C)C)C(C(=O)O)C